ClC1=NC=C(C(=N1)NC=1C=CC=C2CN(C(C12)=O)C)Cl 7-((2,5-dichloropyrimidin-4-yl)amino)-2-methylisoindol-1-one